(2S)-2-(2,5-dimethylpyridin-3-yl)-1-methylpyrrolidin-1-ium ditartrate C(=O)([O-])C(O)C(O)C(=O)[O-].C(=O)([O-])C(O)C(O)C(=O)[O-].CC1=NC=C(C=C1[C@H]1[NH+](CCC1)C)C.CC1=NC=C(C=C1[C@H]1[NH+](CCC1)C)C.CC1=NC=C(C=C1[C@H]1[NH+](CCC1)C)C.CC1=NC=C(C=C1[C@H]1[NH+](CCC1)C)C